N-methyl-8-oxa-2,12,13,14,23,27,32-heptaazahexacyclo[19.6.2.2^{15,18}.1^{3,7}.0^{12,16}.0^{25,29}]dotriaconta-1(28),3,5,7(32),13,15,17,21,23,25(29),26,30-dodecaen-19-yn-24-amine CNC1=NC=C2C#CC3=CC4=C(N=NN4CCCOC=4C=CC=C(NC=5N=CC1=C2C5)N4)C=C3